FC(COC1=CC=C(C=N1)C1=C(N=C2N(C1=O)C=CC=C2)C(F)(F)F)(F)F 3-(6-(2,2,2-Trifluoroethoxy)-3-pyridinyl)-2-(trifluoromethyl)-4H-pyrido[1,2-a]pyrimidin-4-one